C(C1=CC=CC=C1)NC(C(=O)O)C(C(=O)O)NCC1=CC=CC=C1 racemic-2,3-bis(benzylamino)succinic acid